(R)-6-chloro-3-((1-(2-cyano-3-(3-(difluoromethyl)azetidin-1-yl)-7-methylquinoxalin-5-yl)ethyl)amino)picolinic acid ClC1=CC=C(C(=N1)C(=O)O)N[C@H](C)C1=C2N=C(C(=NC2=CC(=C1)C)C#N)N1CC(C1)C(F)F